C[C@H]1N(CCOC1)C1=NN2C(C(=N1)C1=CC=NN1C)=CN=C2C2=NNC=C2 (R)-3-methyl-4-(4-(1-methyl-1H-pyrazol-5-yl)-7-(1H-pyrazol-3-yl)imidazo[5,1-f][1,2,4]triazin-2-yl)morpholin